N[C@H](C)C=1C=C(C=C2C(C(=C(OC12)C1=CC=C2C(=N1)C=NN2C)C)=O)C 8-[(1R)-1-Aminoethyl]-3,6-dimethyl-2-(1-methyl-pyrazolo[4,3-b]pyridin-5-yl)chromen-4-one